N1(CCCC1)C(=O)O (3S,4R)-pyrrolidine-1-carboxylic acid